(1S,3R)-3-(3-{[(2-methyl-1,3-thiazol-5-yl)acetyl]amino}-1H-pyrazol-5-yl)cyclopentyl(cis-4-hydroxycyclohexyl)carbamate CC=1SC(=CN1)CC(=O)NC1=NNC(=C1)[C@H]1C[C@H](CC1)N(C([O-])=O)[C@@H]1CC[C@@H](CC1)O